propylene glycol monomethyl ether acetate (2-hydroxyethyl)methacrylate OCCOC(C(=C)C)=O.C(C)(=O)OC(COC)C